NC1=C(C(=O)N)C=C(C=C1C1=C(C=CC(=C1)OC)C)C1=CC=NC=C1 2-amino-3-(5-methoxy-2-methylphenyl)-5-(pyridin-4-yl)benzamide